ClC=1C(=CC2=C([C@H](N(C(O2)=O)CC2=C(C(=CC=C2)NS(=O)(=O)NC)F)C)C1)OC(=O)N(C)C (R)-6-chloro-7-(dimethylaminocarbonyloxy)-3-{[2-fluoro-3-(methylaminosulfonylamino)phenyl]methyl}-4-methyl-3,4-dihydro-2H-1,3-benzoxazin-2-one